8-(3-cyclopropyl-1-methyl-1H-pyrazol-4-yl)-N-[(2S)-1-(4-{[5-(3-methyl-1,2-oxazol-5-yl)thiophen-2-yl]sulfonyl}piperazin-1-yl)propan-2-yl]quinazolin-4-amine C1(CC1)C1=NN(C=C1C=1C=CC=C2C(=NC=NC12)N[C@H](CN1CCN(CC1)S(=O)(=O)C=1SC(=CC1)C1=CC(=NO1)C)C)C